2,4,6-trimethylbenzenesulfonic acid 1-amino-5-bromo-3-chloro-2-(cyanomethyl)pyridin-1-ium salt N[N+]1=C(C(=CC(=C1)Br)Cl)CC#N.CC1=C(C(=CC(=C1)C)C)S(=O)(=O)[O-]